N-((4,6-dimethyl-2-oxo-1,2-dihydropyridin-3-yl)methyl)-7-(naphthalen-1-yl)-2-oxo-1,2-dihydroquinoline-5-carboxamide CC1=C(C(NC(=C1)C)=O)CNC(=O)C=1C=2C=CC(NC2C=C(C1)C1=CC=CC2=CC=CC=C12)=O